CN(CCOCCNC(OC(C)(C)C)=O)C tert-butyl N-[2-[2-(dimethylamino)ethoxy]ethyl]carbamate